1-vinyl-propyl-tributyltin C(=C)C(CC)[Sn](CCCC)(CCCC)CCCC